CC1=C(C=O)C=CC=C1[N+](=O)[O-] 2-Methyl-3-nitrobenzaldehyde